[Si](C)(C)(C(C)(C)C)OCCN1C2=C([C@@H]([C@H](C1=O)NC(C1=CC(=CC=C1)C(F)(F)F)=O)C1=CC(=CC=C1)[N+](=O)[O-])C(=NN2C2=CC=CC=C2)C |r| N-[rac-(4S,5R)-7-[2-[tert-butyl(dimethyl)silyl]oxyethyl]-3-methyl-4-(3-nitrophenyl)-6-oxo-1-phenyl-4,5-dihydropyrazolo[3,4-b]pyridin-5-yl]-3-(trifluoromethyl)benzamide